C1COCCN1P(=O)(N2CCOCC2)N3CCOCC3 tris(4-morpholino)phosphine oxide